C(C)(C)(C)C=1C(=NOC1)C(=O)NC1=CC(=C(C=C1)C)I (tert-butyl)-N-(3-iodo-4-methylphenyl)isoxazole-3-carboxamide